6-(4-chlorophenyl)-2-(3-fluorophenyl)-N-[(3S,4R)-4-hydroxytetrahydrofuran-3-yl]-3-oxo-2,3-dihydropyridazine-4-carboxamide ClC1=CC=C(C=C1)C=1C=C(C(N(N1)C1=CC(=CC=C1)F)=O)C(=O)N[C@H]1COC[C@@H]1O